C(#N)CC(CC#N)C#N 1,2,3-tricyanopropane